ClC=1C=C(NC2(CCC3([C@H](CC4=CC=CC=C34)C[C@H](COC3=C4C(=NC=C3)CCCCC4)C)CC2)C(=O)O)C=CC1 (1r,2'S,4S)-4-(3-chloroanilino)-2'-{(2R)-2-methyl-3-[(6,7,8,9-tetrahydro-5H-cyclohepta[b]pyridin-4-yl)oxy]propyl}-2',3'-dihydrospiro[cyclohexane-1,1'-indene]-4-carboxylic acid